C[C@@H]1N(CC1)C=1N=C(C2=C(N1)CCC2)C2=CC(=NC=C2)NCCO (S)-2-((4-(2-(2-methylazetidin-1-yl)-6,7-dihydro-5H-cyclopenta[d]pyrimidin-4-yl)pyridin-2-yl)amino)ethan-1-ol